(2-chlorophenyl)-9-{3-fluoro-bicyclo[1.1.1]pentan-1-yl}-2-methyl-6-(4-methylpiperazin-1-yl)purine ClC1=C(C=CC=C1)C=1N(C2=NC(=NC(=C2N1)N1CCN(CC1)C)C)C12CC(C1)(C2)F